FC=1C=CC(=C(N)C1)N1CCCC1 5-fluoro-2-(pyrrolidine-1-yl)aniline